4-[2-(2,6-Dioxopiperidin-3-yl)-3-methyl-1-oxo-2,3-dihydro-1H-isoindol-5-yl]piperazine-1-carboxylic acid tert-butyl ester C(C)(C)(C)OC(=O)N1CCN(CC1)C=1C=C2C(N(C(C2=CC1)=O)C1C(NC(CC1)=O)=O)C